BrC=1C(=CC(=C(C=O)C1)[N+](=O)[O-])OC 5-bromo-4-methoxy-2-nitro-benzaldehyde